ClC1=C(C=CC=C1C1=C(C(=NC=C1)C1=CC(=C(C=C1)C=O)OC)Cl)C1=CC=C(C(=N1)OC)CN1CCC(CC1)NC(C)=O N-(1-((6-(2-chloro-3-(3-chloro-2-(4-formyl-3-methoxyphenyl)pyridin-4-yl)phenyl)-2-methoxypyridin-3-yl)methyl)piperidin-4-yl)acetamide